di(carboxymethyl)alanine C(=O)(O)CN([C@@H](C)C(=O)O)CC(=O)O